N1(CCC1)C1=NC=CC(=C1CSC=1NC(C2=C(N1)CCC2)=O)C 2-({[2-(Azetidin-1-yl)-4-methylpyridin-3-yl]methyl}sulfanyl)-3H,5H,6H,7H-cyclopenta[d]pyrimidin-4-one